C(C)(C)(C)OC(=O)N[C@H](C(=O)N[C@@H](CC(=O)OCC)C=1C=C(C=C(C1F)C)C1=C(C=C(C=C1OCCCC=C)F)C)CC=C Ethyl (S)-3-((S)-2-((tert-butoxycarbonyl)amino)pent-4-enamido)-3-(4,4'-difluoro-2',5-dimethyl-6'-(pent-4-en-1-yloxy)-[1,1'-biphenyl]-3-yl)propanoate